(3S,4R)-1-(3,4,5-trimethoxyphenyl)-4-(3-hydroxy-4-methoxyphenyl)-3-(4-selenocyanobutyryloxymethyl)azetidin-2-one COC=1C=C(C=C(C1OC)OC)N1C([C@@H]([C@@H]1C1=CC(=C(C=C1)OC)O)COC(CCC[Se]C#N)=O)=O